tert-butyl 4,4-difluoro-3-(5-(morpholinomethyl)-6-oxo-1,6-dihydropyridin-3-yl)piperidine-1-carboxylate FC1(C(CN(CC1)C(=O)OC(C)(C)C)C1=CNC(C(=C1)CN1CCOCC1)=O)F